1-(1-(Piperidin-4-yl)-1H-indazol-4-yl)dihydropyrimidine-2,4(1H,3H)-dione, trifluoroacetic acid salt FC(C(=O)O)(F)F.N1CCC(CC1)N1N=CC2=C(C=CC=C12)N1C(NC(CC1)=O)=O